tert-butyl (1-(3-methoxyphenyl)piperidin-4-yl)carbamate COC=1C=C(C=CC1)N1CCC(CC1)NC(OC(C)(C)C)=O